6-(4-[2-[(2R,5S)-5-[[(5-Chloro-6-oxo-1,6-dihydropyridazin-4-yl)oxy]methyl]oxolan-2-yl]acetyl]piperazin-1-yl)pyridine-3-carbonitrile ClC1=C(C=NNC1=O)OC[C@@H]1CC[C@@H](O1)CC(=O)N1CCN(CC1)C1=CC=C(C=N1)C#N